4-fluoro-3-(N-ethylaminoethyl)indole FC1=C2C(=CNC2=CC=C1)CCNCC